FC1=C(CN(C(CCC(=O)O)=O)CCN2C3CC(CC2CC3)C3=CC(=CC=C3)O)C(=CC=C1)F N-(2,6-Difluoro-benzyl)-N-{2-[3-(3-hydroxy-phenyl)-8-aza-bicyclo[3.2.1]oct-8-yl]-ethyl}-succinamic acid